3-amino-4-(5-(4-((5-chloro-3-fluoropyridin-2-yl)oxy)phenyl)-2-oxopyridin-1(2H)-yl)butanoic acid hydrochloride Cl.NC(CC(=O)O)CN1C(C=CC(=C1)C1=CC=C(C=C1)OC1=NC=C(C=C1F)Cl)=O